CC1=C(OCC(=O)O)C=CC(=C1)\C=C\C(C1=CC=C(C=C1)C(F)(F)F)=O 2-[2-Methyl-4-[(E)-3-oxo-3-[4-(trifluoromethyl)phenyl]prop-1-enyl]phenoxy]acetic acid